ClC1=CC=C(C=C1)[C@@H]1O[C@H](C(N([C@@H]1C1=CC=C(C=C1)Cl)[C@@H](C(=O)OCC)CCC)=O)CCCN1CCOCC1 (R)-Ethyl 2-((2S,3R,6S)-2,3-bis(4-chlorophenyl)-6-(3-morpholinopropyl)-5-oxomorpholino)pentanoate